COC(=O)CCCC(CCCC)C(=O)OC octane-1,4-dicarboxylic acid dimethyl ester